Cl.C(C)(=O)N1CC2(CN(C3=CC(=CC=C23)Cl)C(CN2[C@H](CN[C@@H](C2)C)COC)=O)C1 1-{1-Acetyl-6'-chloro-1',2'-dihydrospiro-[azetidine-3,3'-indole]-1'-yl}-2-[(2R,5R)-2-(methoxymethyl)-5-methylpiperazin-1-yl]ethan-1-one hydrochloride salt